Azabicyclo[3.1.0]hexane-1-carbohydrazide C12(NCCC2C1)C(=O)NN